1-(4-(1-cyclopropyl-4-(trifluoromethyl)-1H-imidazol-2-yl)benzyl)-6-(4-cyclopropyl-6-methoxypyrimidin-5-yl)-1H-pyrazolo[3,4-d]pyrimidine C1(CC1)N1C(=NC(=C1)C(F)(F)F)C1=CC=C(CN2N=CC=3C2=NC(=NC3)C=3C(=NC=NC3OC)C3CC3)C=C1